1-(2,3-dichlorophenyl)-2-methyl-6-oxopyrimidin-4-yl 4-methylbenzene-sulfonate CC1=CC=C(C=C1)S(=O)(=O)OC=1N=C(N(C(C1)=O)C1=C(C(=CC=C1)Cl)Cl)C